tris(2,2'-bipyridine) ruthenium bis(perchlorate) salt Cl(=O)(=O)(=O)[O-].Cl(=O)(=O)(=O)[O-].[Ru+2].N1=C(C=CC=C1)C1=NC=CC=C1.N1=C(C=CC=C1)C1=NC=CC=C1.N1=C(C=CC=C1)C1=NC=CC=C1